C(C)(C)C1=NN=NN1CC1=CC=C(C=C1)C=C 5-isopropyl-1-(4-vinylbenzyl)-1H-tetrazole